ClC1=C(C=2C(=NC=CC2OC2=CC(=C(C=C2)N(C(OC2=CC=CC=C2)=O)C(=O)OC2=CC=CC=C2)F)N1)Cl phenyl (4-((2,3-dichloro-1H-pyrrolo[2,3-b]pyridin-4-yl)oxy)-2-fluorophenyl)(phenoxycarbonyl)carbamate